hydroxynaphthaleneamine OC1=C(C2=CC=CC=C2C=C1)N